N-[3-(5-fluoro-1H-1,3-benzodiazol-2-yl)propyl]-6-methyl-4-[(1-methylcyclopropyl)amino]furo[2,3-d]pyrimidine-5-carboxamide FC1=CC2=C(NC(=N2)CCCNC(=O)C2=C(OC=3N=CN=C(C32)NC3(CC3)C)C)C=C1